3,3',4,4'-tetramethyl-biphenyl Diallyl-((4-((((3-((4-((3-chloro-4-fluorophenyl)amino)-7-methoxyquinazolin-6-yl)oxy)propyl)carbamoyl)oxy)methyl)phenyl)carbamoyl)-L-glutamate C(C=C)[C@](N(C(NC1=CC=C(C=C1)COC(NCCCOC=1C=C2C(=NC=NC2=CC1OC)NC1=CC(=C(C=C1)F)Cl)=O)=O)CC=C)(CCC(=O)O)C(=O)O.CC=1C=C(C=CC1C)C1=CC(=C(C=C1)C)C